1-Pyrido[2,3-b]pyrazin-8-yl-pyrrolidine-3-carboxylic acid (2-diethylamino-ethyl)-amide C(C)N(CCNC(=O)C1CN(CC1)C1=CC=NC2=NC=CN=C21)CC